COC(C1=CC=C(C=C1)CNC(C1=C(C=C(C(=C1)C(C)C)OCC1=CC=CC=C1)OCC1=CC=CC=C1)=O)=O 4-[(2,4-Bis-benzyloxy-5-isopropyl-benzoylamino)-methyl]-benzoic acid methyl ester